(3-bromo-1-(6,6-difluoro-bicyclo[3.1.0]hex-3-yl)-2-oxopropyl)carbamic acid benzyl ester C(C1=CC=CC=C1)OC(NC(C(CBr)=O)C1CC2C(C2C1)(F)F)=O